C(C)OC(CCCl)=O 3-Chloropropionic acid ethyl ester